The molecule is an isochromene that is 3,4-dihydroisochromene-5,6-diol bearing additional aminomethyl and 1-adamantyl substituents at positions 1 and 3 respectively (the 1R,3S-diastereomer). Potent and selective dopamine D1-like receptor agonist (pEC50 values are 8.97 and < 5 for D1-like and D2-like receptors respectively). Displays anti-Parkinsonian activity following oral administration in vivo. It has a role as an antiparkinson drug and a dopamine agonist. It is a member of adamantanes, a member of isochromenes, a member of catechols and a primary amino compound. It is a conjugate base of a (1R,3S)-3-(adamantan-1-yl)-1-(ammoniomethyl)-3,4-dihydroisochromene-5,6-diol(1+). C1[C@H](O[C@H](C2=C1C(=C(C=C2)O)O)CN)C34CC5CC(C3)CC(C5)C4